Ethyl 3-(2-((tert-butyldiphenylsilyl)oxy)ethyl)-2-(1-(cyclopropylmethyl)-6-methoxy-1H-indol-2-yl)-4-methoxybenzofuran-6-carboxylate [Si](C1=CC=CC=C1)(C1=CC=CC=C1)(C(C)(C)C)OCCC1=C(OC2=C1C(=CC(=C2)C(=O)OCC)OC)C=2N(C1=CC(=CC=C1C2)OC)CC2CC2